2-{[(2S)-4-{6-[(4-cyano-2-fluorobenzyl)oxy]pyridin-2-yl}-2-methylpiperazin-1-yl]methyl}-1-[(1-methyl-1H-1,2,3-triazol-5-yl)methyl]-1H-benzimidazole-6-carboxylic acid C(#N)C1=CC(=C(COC2=CC=CC(=N2)N2C[C@@H](N(CC2)CC2=NC3=C(N2CC2=CN=NN2C)C=C(C=C3)C(=O)O)C)C=C1)F